OC(=O)C(F)(F)F.NC1=C(C(=O)O)C=C(C=N1)C1=CC=C(C=C1)[C@@]12CN(C[C@H]2C1)C(C)C 2-amino-5-(4-((1R,5S)-3-isopropyl-3-azabicyclo[3.1.0]hexan-1-yl)phenyl)nicotinic acid TFA salt